5-(1-methyl-2-oxo-1,2,3,4-tetrahydro-quinolin-6-yl)-pyridin-3-ylmethyl-amide CN1C(CCC2=CC(=CC=C12)C=1C=C(C=NC1)C[NH-])=O